C(C)(C)(C)OC(=O)N1CC(C(C1)CNC(=O)OCC[Si](C)(C)C)C=O tert-Butyl-3-formyl-4-[({[2-(trimethylsilyl)ethoxy]carbonyl}amino)methyl]pyrrolidin-1-carboxylat